C(C)C1(COC1)COCCC[Si](OC(C)=O)(OC(C)=O)OC(C)=O 3-[(3-ethyloxetan-3-yl)methoxy]propyltriacetoxysilane